C(#N)C1=CC=C(C2=C1C=CO2)COC2=CC=CC(=N2)C2CCN(CC2)CC2=NC=1C(=NC(=CC1)C(=O)O)N2C[C@H]2OCC2 (S)-2-((4-(6-((4-cyanobenzofuran-7-yl)methoxy)pyridin-2-yl)piperidin-1-yl)methyl)-3-(Oxetane-2-ylmethyl)-3H-imidazo[4,5-b]pyridine-5-carboxylic acid